5-fluoro-N,N-diisopropyl-2-(3-(piperidin-4-yl)-1H-pyrrolo[2,3-c]pyridin-1-yl)benzamide FC=1C=CC(=C(C(=O)N(C(C)C)C(C)C)C1)N1C=C(C=2C1=CN=CC2)C2CCNCC2